BrC=1C=C(C=CC1NC1=CC(=CC=C1)C(F)(F)F)S(=O)(=O)NC 3-bromo-N-methyl-4-[3-(trifluoromethyl)anilino]benzenesulfonamide